FC1=C(C(=C(C(=C1F)OC)F)F)[B-](C1=C(C(=C(C(=C1F)F)OC)F)F)(C1=C(C(=C(C(=C1F)F)OC)F)F)C1=C(C(=C(C(=C1F)F)OC)F)F.C1(=CC=CC=C1)[S+](C1=CC=C(C=C1)F)C1=CC=C(C=C1)F Phenylbis(4-fluorophenyl)sulfonium tetrakis(2,3,5,6-tetrafluoro-4-methyloxyphenyl)borate